(4-((1S,4S)-2-oxa-5-azabicyclo[2.2.1]heptan-5-yl)piperidin-1-yl)(7-((4-(methylamino)-3-(trifluoromethyl)-1H-pyrrolo[2,3-b]pyridin-6-yl)amino)-2,3-dihydrobenzo-furan-4-yl)methanone [C@@H]12OC[C@@H](N(C1)C1CCN(CC1)C(=O)C1=CC=C(C3=C1CCO3)NC3=CC(=C1C(=N3)NC=C1C(F)(F)F)NC)C2